[C@H]12CN(C[C@H](CC1)N2)C=2C1=C(N=C(N2)OCC23CCC(CC2)(CC3)N(C)C)C(=C(N=C1)C1=C(C=CC3=C(C(=CC=C13)F)C#C)O)F (4-((1R,5S)-3,8-diazabicyclo[3.2.1]oct-3-yl)-2-((4-(dimethylamino)bicyclo[2.2.2]oct-1-yl)methoxy)-8-fluoropyrido[4,3-d]pyrimidin-7-yl)-5-ethynyl-6-fluoronaphthalen-2-ol